Cyclobutyl ((4-bromophenoxy) (4-nitrophenoxy) phosphoryl)-L-alaninate BrC1=CC=C(OP(=O)(OC2=CC=C(C=C2)[N+](=O)[O-])N[C@@H](C)C(=O)OC2CCC2)C=C1